1-stearyl-4-methylpyridinium C(CCCCCCCCCCCCCCCCC)[N+]1=CC=C(C=C1)C